COC1=CC=C(C=C1)C(C(NC1=CC=C(C=C1)[Si](C)(C)C)=O)NC(CCC(=O)N)=O N-(1-(4-methoxyphenyl)-2-oxo-2-((4-(trimethylsilyl)phenyl)amino)ethyl)succinamide